4-(3-Pyrazol-1-ylphenyl)piperidine, hydrochloride Cl.N1(N=CC=C1)C=1C=C(C=CC1)C1CCNCC1